FC(C(=O)O)(F)F.NC=1C=2N(C=C(N1)C(C)(C)O)C(=CN2)C=2C=C(C=CC2C)C(C(=O)N)(C(F)(F)F)O 2-(3-(8-Amino-6-(2-hydroxypropan-2-yl)imidazo[1,2-a]pyrazin-3-yl)-4-methylphenyl)-3,3,3-trifluoro-2-hydroxypropanamide trifluoroacetate salt